C(C)(=O)OC(COC(\C=C\C1=CC(O)=C(O)C=C1)=O)COC(C=CC1=CC=CC=C1)=O 2-acetyl-1-caffeoyl-3-cinnamoyl-glycerol